OC[C@H](C)NC(=O)C=1C(N(N=C(C1)C1=CC=C(C=C1)C(F)(F)F)C=1C=NN(C1)C)=O (+)-N-[(2S)-1-hydroxy-prop-2-yl]-2-(1-methyl-1H-pyrazol-4-yl)-3-oxo-6-[4-(trifluoromethyl)phenyl]-2,3-dihydropyridazine-4-carboxamide